C(#N)C1=CC=C(C=C1)[C@@H](CN[C@@H]([C@H]1C(NC=2C=CC=C(C2N1)C#N)=O)C1=CC=CC=C1)C (S)-3-((R)-(((S)-2-(4-cyanophenyl)propyl)amino)(phenyl)methyl)-2-oxo-1,2,3,4-tetrahydroquinoxaline-5-carbonitrile